3-Indoleacetic acid-d5 N1C(=C(C2=C(C(=C(C(=C12)[2H])[2H])[2H])[2H])CC(=O)O)[2H]